(R)-2,6-difluoro-N-(4-(1-methoxy-2-phenylpropan-2-yl)thiazol-2-yl)-4-(piperazin-1-yl)benzamide FC1=C(C(=O)NC=2SC=C(N2)[C@@](COC)(C)C2=CC=CC=C2)C(=CC(=C1)N1CCNCC1)F